(3-(tert-butoxycarbonyl)-3-azabicyclo[3.1.0]hexan-1-yl)potassium trifluoroborate B(F)(F)F.C(C)(C)(C)OC(=O)N1CC2(CC2C1)[K]